2-[3-chloro-4-[8-[3-chloro-4-[4-[(dimethylamino)methyl]piperidine-1-carbonyl]anilino]imidazo[1,2-a]pyrazin-3-yl]-2-fluoro-phenoxy]acetonitrile ClC=1C(=C(OCC#N)C=CC1C1=CN=C2N1C=CN=C2NC2=CC(=C(C=C2)C(=O)N2CCC(CC2)CN(C)C)Cl)F